CS(=O)(=O)NC(=O)N Methanesulfonylurea